4-Bromo-1-(2-fluorophenyl)-5-(6-fluoropyridin-5-yl)-1H-pyrazol-3-ol BrC=1C(=NN(C1C=1C=CC=NC1F)C1=C(C=CC=C1)F)O